FC=1C=C(C=CC1)C#CC=1C=C2CCC(C2=CC1)N1CC(C1)C(=O)OC methyl 1-(5-((3-fluorophenyl)ethynyl)-2,3-dihydro-1H-inden-1-yl)azetidine-3-carboxylate